2-methyl-7-(6-(morpholine-4-carbonyl)-1,1a,2,7b-tetrahydro-3H-cyclopropa[c][1,8]naphthyridin-3-yl)-[1,2,4]triazolo[4,3-a]pyridin-3(2H)-one CN1N=C2N(C=CC(=C2)N2CC3C(C=4C=C(C=NC24)C(=O)N2CCOCC2)C3)C1=O